(Z)-3-(5-(4-((4-(4-(1-(4-hydroxyphenyl)-2-phenylbut-1-en-1-yl)phenoxy)butyl)amino)phenyl)-1-oxoisoindolin-2-yl)piperidine-2,6-dione OC1=CC=C(C=C1)/C(=C(\CC)/C1=CC=CC=C1)/C1=CC=C(OCCCCNC2=CC=C(C=C2)C=2C=C3CN(C(C3=CC2)=O)C2C(NC(CC2)=O)=O)C=C1